OC1=C(C=CC(=C1)C(C)(C)C)C=1NC=C(N1)C1=CC=CC=C1 2-(2-hydroxy-4-tert-butylphenyl)-4-phenylimidazole